(R)-9-(2-phosphomethoxypropyl)-adenine P(=O)(O)(O)CO[C@@H](CN1C2=NC=NC(=C2N=C1)N)C